squalene (octyl palmitate) C(CCCCCCC)C(C(=O)O)CCCCCCCCCCCCCC.CC(C)=CCC\C(\C)=C\CC\C(\C)=C\CC\C=C(/C)\CC\C=C(/C)\CCC=C(C)C